CN(CCOC1=CC=C(C=C1)NC1=NC2=CC=CC=C2C=N1)C 2-((4-(2-(dimethylamino)ethoxy)phenyl)amino)quinazolin